1-N'-(4-fluorophenyl)-1-N-[4-[7-[oxolan-3-yl]quinolin-4-yl]oxyphenyl]cyclopropane-1,1-dicarboxamide FC1=CC=C(C=C1)NC(=O)C1(CC1)C(=O)NC1=CC=C(C=C1)OC1=CC=NC2=CC(=CC=C12)C1COCC1